N-(4-(4-(2-(4-(ethylsulfonyl)piperazin-1-yl)-2-oxoethyl)phenyl)-1H-pyrrolo[2,3-b]pyridin-6-yl)cyclopropylcarboxamide C(C)S(=O)(=O)N1CCN(CC1)C(CC1=CC=C(C=C1)C1=C2C(=NC(=C1)NC(=O)C1CC1)NC=C2)=O